diphenylaniline diphosphate OP(O)(=O)OP(=O)(O)O.C1(=CC=CC=C1)N(C1=CC=CC=C1)C1=CC=CC=C1